C1(CCCC1)C1=NC2=CC=CC=C2C(N1)=O 2-cyclopentylquinazolin-4(3H)-one